4-(4-(fluoromethyl)piperidin-1-yl)aniline FCC1CCN(CC1)C1=CC=C(N)C=C1